1-(6,7-difluoro-2-(4'-fluoro-2'-(4-methyl-4H-1,2,4-triazol-3-yl)-[1,1'-biphenyl]-3-yl)benzo[d]oxazol-5-yl)-N-(oxetan-3-ylmethyl)methylamine FC1=C(C2=C(N=C(O2)C=2C=C(C=CC2)C2=C(C=C(C=C2)F)C2=NN=CN2C)C=C1CNCC1COC1)F